The molecule is a heparin tetrasaccharide consisting of 4-deoxy-2-O-sulfo-L-threo-hex-4-enopyranuronosyl, 2-deoxy-6-O-sulfo-2-(sulfoamino)-D-glucopyranosyl,D-glucopyranuronosyl and 2-deoxy-6-O-sulfo-2-(sulfoamino)-alpha-D-glucopyranose joined in sequence by (1->4) linkages with alpha, alpha, and beta configuration, respectively. Sequence: DUA2S-GlcNS6S-GlcA-GlcNS6S. It is an amino tetrasaccharide, a heparin tetrasaccharide and an oligosaccharide sulfate. C1=C(O[C@H]([C@@H]([C@H]1O)OS(=O)(=O)O)O[C@@H]2[C@H](O[C@@H]([C@@H]([C@H]2O)NS(=O)(=O)O)O[C@H]3[C@@H]([C@H]([C@@H](O[C@@H]3C(=O)O)O[C@@H]4[C@H](O[C@@H]([C@@H]([C@H]4O)NS(=O)(=O)O)O)COS(=O)(=O)O)O)O)COS(=O)(=O)O)C(=O)O